2-((1-(2-hydroxy-7-methyl-4-oxo-4H-pyrido[1,2-a]pyrimidin-9-yl)ethyl)amino)benzenesulfonamide OC=1N=C2N(C(C1)=O)C=C(C=C2C(C)NC2=C(C=CC=C2)S(=O)(=O)N)C